1-[4-(phenylthio)phenyl]-1,2-octandione C1(=CC=CC=C1)SC1=CC=C(C=C1)C(C(CCCCCC)=O)=O